N4-allyl-N2-(2-methoxy-4-((4-morpholinopiperidin-1-yl)sulfonyl)phenyl)-5-(trifluoromethyl)-7H-pyrrolo[2,3-d]pyrimidine-2,4-diamine C(C=C)NC=1C2=C(N=C(N1)NC1=C(C=C(C=C1)S(=O)(=O)N1CCC(CC1)N1CCOCC1)OC)NC=C2C(F)(F)F